COC[C@H](C)NC(=O)C1=CN(C2=NC=C(N=C21)O[C@@H]2CN(CC2)C(=O)OC(C)(C)C)COCC[Si](C)(C)C tert-butyl (S)-3-[(7-[((S)-1-methoxypropan-2-yl)carbamoyl]-5-{[2-(trimethylsilyl)ethoxy]methyl}-5H-pyrrolo[2,3-b]pyrazin-2-yl)oxy]pyrrolidine-1-carboxylate